O1C(CCC1)C(C)(C)C1OCCC1 2,2-Di(2-tetrahydrofuranyl)propane